C1=C(C(=C(C(=C1Cl)Cl)[N+](=O)[O-])Cl)Cl The molecule is a C-nitro compound that is nitrobenzene in which the four hydrogens located ortho- and para- to the nitro group have been replaced by chlorines. A fungicide used to control dry rot, it is no longer approved for use within the European Union. It has a role as an antifungal agrochemical. It is a C-nitro compound, a tetrachlorobenzene and an aromatic fungicide. It derives from a 1,2,4,5-tetrachlorobenzene.